tert-butyl ((5-chloro-2,4-difluorophenyl)sulfonyl)(isoxazol-3-yl)carbamate ClC=1C(=CC(=C(C1)S(=O)(=O)N(C(OC(C)(C)C)=O)C1=NOC=C1)F)F